(1r,3r)-3-(2-(trifluoromethyl)-1H-imidazo[4,5-b]pyridin-1-yl)cyclobutyl ((7-chloro-2-(2,6-dioxopiperidin-3-yl)-4-fluoro-3-oxoisoindolin-5-yl)methyl)carbamate ClC=1C=C(C(=C2C(N(CC12)[C@H]1C(NC(CC1)=O)=O)=O)F)CNC(OC1CC(C1)N1C(=NC2=NC=CC=C21)C(F)(F)F)=O